N'-hydroxy-3-methyl-4-((7-methyl-8-oxo-9-(tetrahydro-2H-pyran-4-yl)-8,9-dihydro-7H-purin-2-yl)amino)benzamidine ON=C(C1=CC(=C(C=C1)NC1=NC=C2N(C(N(C2=N1)C1CCOCC1)=O)C)C)N